CN1N=C(C=C1C#N)CNC 1-methyl-3-((methylamino)methyl)-1H-pyrazole-5-nitrile